BrC1=C2C(=NC=3N(C2=CC=C1F)C(=NN3)C(C)C)N(C3=CC=CC=C3)C bromo-7-fluoro-1-isopropyl-N-methyl-N-phenyl-[1,2,4]triazolo[4,3-a]quinazolin-5-amine